5-(4-(2-(4-(3-Amino-4-nitrophenyl)piperazin-1-yl)ethyl)piperidin-1-yl)-2-(2,6-dioxopiperidin-3-yl)isoindoline-1,3-dione NC=1C=C(C=CC1[N+](=O)[O-])N1CCN(CC1)CCC1CCN(CC1)C=1C=C2C(N(C(C2=CC1)=O)C1C(NC(CC1)=O)=O)=O